N-(2,6-Dimethyl-4-(7-((1-(trifluoromethyl)cyclopropyl)methoxy)-1,3,4,5-tetrahydro-2H-benzo[c]azepine-2-yl)phenyl)-3,3-dimethylbutyramide CC1=C(C(=CC(=C1)N1CC2=C(CCC1)C=C(C=C2)OCC2(CC2)C(F)(F)F)C)NC(CC(C)(C)C)=O